[2-[2-[bis[(2,4-dimethoxyphenyl)methyl]amino]-4-methoxy-pyrimidin-5-yl]oxy-1,1,2,2-tetradeuterio-ethyl] 4-methylbenzenesulfonate CC1=CC=C(C=C1)S(=O)(=O)OC(C([2H])([2H])OC=1C(=NC(=NC1)N(CC1=C(C=C(C=C1)OC)OC)CC1=C(C=C(C=C1)OC)OC)OC)([2H])[2H]